FC=1C=C(C=C(C1)C(C)(C)O)S(=O)(=O)NC(NC1=C(C=C(C=C1C(C)C)F)C(C)C)=O 3-fluoro-N-(4-fluoro-2,6-diisopropylphenylcarbamoyl)-5-(2-hydroxypropan-2-yl)benzenesulfonamide